C(#N)C1=C(C=CC=C1)[C@@H]([C@H](C)C=1N(C(C(=C(N1)C(=O)NC=1C=NOC1)O)=O)C)C=1C=NN(C1)CC(F)(F)F 2-((1R,2S)-1-(2-cyanophenyl)-1-(1-(2,2,2-trifluoroethyl)-1H-pyrazol-4-yl)propan-2-yl)-5-hydroxy-N-(isoxazol-4-yl)-1-methyl-6-oxo-1,6-dihydropyrimidine-4-carboxamide